CC1(OC2=C([C@@H]3C=C(CC[C@@H]13)C)C(=CC(=C2)CCCC=C)OC2(OCC(C(C2O)O)CO)O)C {[(6aR,10aR)-6,6,9-trimethyl-3-(pent-4-en-1-yl)-6H,6aH,7H,8H,10aH-benzo[c]isochromen-1-yl]oxy}-5-(hydroxymethyl)oxane-2,3,4-triol